CC1=C2C=NN(C2=CC=C1C1=NC=CC2=CN=C(C=C12)NC1=CC=C(C=C1)S(=O)(=O)C)CCNC(OC(C)(C)C)=O tert-butyl (2-(4-methyl-5-(7-((4-(methylsulfonyl)phenyl)amino)-2,6-naphthyridin-1-yl)-1H-indazol-1-yl)ethyl)carbamate